C(C=C)OC1=C(C(=CC(=C1)Br)F)C1=NN2C(N=C(C=C2C2CC2)C(=O)N2[C@@H](C3=CC=CC=C3CC2)C)=C1 (R)-(2-(2-(allyloxy)-4-bromo-6-fluorophenyl)-7-cyclopropylpyrazolo[1,5-a]pyrimidin-5-yl)(1-methyl-3,4-dihydroisoquinolin-2(1H)-yl)methanone